NCCCCC=1NC=CC1C=O (4-aminobutyl)-3-pyrrole-formaldehyde